methyl 4-[4-(dimethoxymethyl)-1-piperidyl]-2-formyl-6-methoxy-benzoate COC(C1CCN(CC1)C1=CC(=C(C(=O)OC)C(=C1)OC)C=O)OC